[(4S)-1-[[3-[[(4S)-chroman-4-yl]carbamoyl]phenyl]methyl]-4-isopropyl-4-methyl-6-oxo-hexahydropyrimidin-2-ylidene]ammonium O1CC[C@@H](C2=CC=CC=C12)NC(=O)C=1C=C(C=CC1)CN1C(N[C@](CC1=O)(C)C(C)C)=[NH2+]